OC[C@H](CC=1C=NC=CC1)NC1=NC(=NC=C1C(=O)OCC)NC1=CC(=C(C=C1)S(=O)(=O)C)C ethyl 4-[[(1S)-1-(hydroxymethyl)-2-(3-pyridyl)ethyl]amino]-2-(3-methyl-4-methylsulfonyl-anilino)pyrimidine-5-carboxylate